3-Benzyl-5-tert-butyl-6H-triazolo[4,5-d]pyrimidin-7-one C(C1=CC=CC=C1)N1N=NC2=C1N=C(NC2=O)C(C)(C)C